(Z)-2-((1-methyl-3-trifluoromethyl-1H-pyrazol-5-yl)oxy)-1-(2,4-dichloro-5-fluorophenyl)ethan-1-one CN1N=C(C=C1OCC(=O)C1=C(C=C(C(=C1)F)Cl)Cl)C(F)(F)F